Isopropyl (1S,3S)-3-((2-methyl-6-(1-methyl-5-(((methyl (4-(tosyloxy)butyl) carbamoyl)oxy)methyl)-1H-1,2,3-triazol-4-yl) pyridin-3-yl)oxy)cyclohexane-1-carboxylate CC1=NC(=CC=C1O[C@@H]1C[C@H](CCC1)C(=O)OC(C)C)C=1N=NN(C1COC(N(CCCCOS(=O)(=O)C1=CC=C(C)C=C1)C)=O)C